tri-(4-methoxyphenyl) phosphate P(=O)(OC1=CC=C(C=C1)OC)(OC1=CC=C(C=C1)OC)OC1=CC=C(C=C1)OC